ClC1=CC2=C(N=N1)NCC2(C)C2CN(C2)C(=O)OCC2=CC=CC=C2 benzyl 3-{3-chloro-5-methyl-6H,7H-pyrrolo[2,3-c]pyridazin-5-yl}azetidine-1-carboxylate